3Z-hexyl-triphenylphosphine bromide [Br-].C(CCCCC)C1=C(C=CC=C1)P(C1=CC=CC=C1)C1=CC=CC=C1